C1(CC1)C1=C(C=NC(=C1)C(NC=1C(=C(C=CC1)C1=C(C(=CC=C1)NC(C1=NC=C(C(=C1)C1CC1)CNC1CCC1)=O)C)C)=O)CN[C@H](CO)C(=O)O ((4-cyclopropyl-6-((3'-(4-cyclopropyl-5-((cyclobutylamino)methyl)picolinamido)-2,2'-dimethyl-[1,1'-biphenyl]-3-yl)carbamoyl)pyridin-3-yl)methyl)-D-serine